di(t-butylperoxy) isophthalate C(C1=CC(C(=O)OOOC(C)(C)C)=CC=C1)(=O)OOOC(C)(C)C